chlorodiisobutylaluminium Cl[Al](CC(C)C)CC(C)C